4-(3-benzylphenyl)-2,3-naphthyridin-1-one C(C1=CC=CC=C1)C=1C=C(C=CC1)C1=NNC(C2=CC=CC=C12)=O